[As].[Sb].[Sn] tin-antimony-arsenic